Methyl 4-amino-3-fluoro-5-((2-methoxyethyl)amino)-2-(phenylamino)benzoate NC1=C(C(=C(C(=O)OC)C=C1NCCOC)NC1=CC=CC=C1)F